3-(1-(2-azabicyclo[2.1.1]hexan-5-yl)-6-fluoro-7-(3-hydroxynaphthalen-1-yl)-4-(((S)-1-methylpyrrolidin-2-yl)methoxy)-3-phenyl-1H-pyrrolo[3,2-c]quinolin-8-yl)propanenitrile C12NCC(C1N1C=C(C=3C(=NC=4C(=C(C(=CC4C31)CCC#N)C3=CC(=CC1=CC=CC=C31)O)F)OC[C@H]3N(CCC3)C)C3=CC=CC=C3)C2